C(C)N(C(=O)[C@H]1CN(C)[C@@H]2CC3=C(N(C4=CC=CC(C2=C1)=C34)C(CC)=O)F)CC 1-propionyl-2-fluoro-lysergic acid diethylamide